FC(CO)(CN1[C@@H](C=2NC3=CC=CC=C3C2C[C@H]1C)C1=CN=C(S1)C[C@H]1CN(CC1)CCCF)F 2,2-Difluoro-3-((1S,3R)-1-(2-(((S)-1-(3-fluoropropyl)pyrrolidin-3-yl)methyl)thiazol-5-yl)-3-methyl-1,3,4,9-tetrahydro-2H-pyrido[3,4-b]indol-2-yl)propan-1-ol